C(C1=CC=CC=C1)N1CCC2(CC1)C=C1C=CC(=CC1=C2)C 1'-benzyl-5-methylspiro[indene-2,4'-piperidin]